C1(CC1)C1=NC=NC(=C1C=1N=CC=2OC(C(N(C2N1)CC1=CC=C(C=C1)C=1N(C=C(N1)C(F)(F)F)C(C)C)=O)(C)C)OC 2-(4-cyclopropyl-6-methoxypyrimidin-5-yl)-8-(4-(1-isopropyl-4-(trifluoromethyl)-1H-imidazol-2-yl)benzyl)-6,6-dimethyl-6H-pyrimido[5,4-b][1,4]oxazin-7(8H)-one